ethyl (E)-2-((2'-(diphenylphosphino)-4-(methylthio)-[1,1'-biphenyl]-2-yl) methyl)-3-phenylacrylate C1(=CC=CC=C1)P(C1=C(C=CC=C1)C1=C(C=C(C=C1)SC)C/C(/C(=O)OCC)=C\C1=CC=CC=C1)C1=CC=CC=C1